2,3,6,7-tetrahydro-1H-azepine hydrochloride Cl.N1CCC=CCC1